FC1=C(C=CC(=C1)OCCCCC1CCN(CC1)C1=NC=C(C=N1)COC)CC(=O)N1CC(C1)CNC[C@@H]([C@H]([C@@H]([C@@H](CO)O)O)O)O |r| 2-[2-fluoro-4-[4-[1-[5-(methoxymethyl)pyrimidin-2-yl]-4-piperidyl]butoxy]phenyl]-1-[3-[[[rac-(2S,3R,4R,5R)-2,3,4,5,6-pentahydroxyhexyl]amino]methyl]azetidin-1-yl]ethanone